[Br-].C(CCCCCCC)C1=CC=C(C=C1)N=NC1=CC=C(OCCCC[N+](CC)(C)C)C=C1 4-[4-[(4-octylphenyl)azo]phenoxy]butyl-dimethyl-ethyl-ammonium bromide